C(CCC\C=C/CC)OC(CCCCCCCN(CCCCCCCC(=O)OCCCCCCCCC)CCCCO)OCCCC\C=C/CC nonyl 8-((8,8-bis(((Z)-oct-5-en-1-yl)oxy)octyl)(4-hydroxybutyl)amino)octanoate